BrC1=C(C(=C(C(=C1)[2H])[2H])C1=C(C(=C(C(=C1[2H])[2H])[2H])[2H])[2H])[2H] 3-bromo-1,1'-biphenyl-2,2',3',4',5,5',6,6'-d8